NC1=NN(C=C1C=1C=C(C=2N(C1)N=CC2C#N)SC2=NC=CC=C2F)C 6-(3-amino-1-methyl-1H-pyrazol-4-yl)-4-((3-fluoropyridin-2-yl)thio)pyrazolo[1,5-a]pyridine-3-carbonitrile